6-(benzyloxy)-2-(cyclobutylmethyl)-3,4-dihydronaphthalen-1(2H)-one C(C1=CC=CC=C1)OC=1C=C2CCC(C(C2=CC1)=O)CC1CCC1